5-(3-chloroimidazo[1,2-a]pyrimidin-6-yl)-N-(tetrahydro-2H-pyran-4-yl)pyrrolo[2,1-f][1,2,4]triazin-2-amine ClC1=CN=C2N1C=C(C=N2)C=2C=CN1N=C(N=CC12)NC1CCOCC1